FC=1C=C(C=NC1)NC(C)=O N-(5-fluoropyridin-3-yl)acetamide